CC1=C(C=2N(C=C1C1=C(C=3N=C(SC3N1)C(=O)N1CCN(CC1)C(C)=O)C(C)C)N=CN2)C 1-(4-(5-(7,8-dimethyl-[1,2,4]triazolo[1,5-a]pyridin-6-yl)-6-isopropyl-4H-pyrrolo[3,2-d]thiazole-2-carbonyl)piperazin-1-yl)ethan-1-one